3-(1H-pyrrol-1-yl)butanoic acid N1(C=CC=C1)C(CC(=O)O)C